[Si](C)(C)(C(C)(C)C)OCC(F)(F)C1=C(C=C(C=C1)C=1C=C2C(=NN=C(C2=CC1)NCC1=C(C=C(C=C1)OC)OC)C)Cl 6-[4-[2-[tert-butyl(dimethyl)silyl]oxy-1,1-difluoroethyl]-3-chlorophenyl]-N-[(2,4-dimethoxyphenyl)methyl]-4-methylphthalazin-1-amine